(5-Bromo-2-(2-(cyclopropylamino)ethoxy)pyridin-3-yl)methanesulfonamide BrC=1C=C(C(=NC1)OCCNC1CC1)CS(=O)(=O)N